N-ethyl-1,3-oxazinane C(C)N1COCCC1